FC=1C=C(CC(C(=O)NC2CCN(CC2)CCC2=CC=CC=C2)CC)C=CC1 (3-Fluorobenzyl)-N-(1-phenethylpiperidin-4-yl)butanamide